N1[C@@H](CCC1)C(=O)Cl Prolin chlorid